Stearoyl-2-Oleoyl-Stearoylethanolamine C(CCCCCCCCCCCCCCCCC)(=O)C(O)(CN)C(C(CCCCCCCCCCCCCCCC)C(CCCCCCC\C=C/CCCCCCCC)=O)=O